FC1=C(C=CC=C1F)[C@H]1CC[C@H](CC1)OC[C@@H]1N(CCC[C@@H]1NS(=O)(=O)C)C(=O)OC methyl (2R,3S)-2-(((cis-4-(2,3-difluorophenyl)cyclohexyl)oxy)-methyl)-3-((methylsulfonyl)amino)piperidine-1-carboxylate